COC(=O)[C@]1(CN(CC1)CC1=CC=CC=C1)NC(=O)OCC1=CC=CC=C1 (S)-1-benzyl-3-(((benzyloxy)carbonyl)amino)pyrrolidine-3-carboxylic acid methyl ester